FC(C1=C(C=2[C@@](C3=C(NC2N=C1)CC(CC3=O)(C)C)(C3=C(C=CC=C3)C)C)C#N)F |r| rac-(5S)-3-(difluoromethyl)-5,8,8-trimethyl-5-(o-tolyl)-6-oxo-9,10-dihydro-7H-benzo[b][1,8]naphthyridine-4-carbonitrile